ClC1=CC=C(C=C1)[C@H]1C[C@@H](CN(C1)CC1=CC=C(C=C1)C(F)(F)F)CC(=O)O Trans-2-(5-(4-chlorophenyl)-1-(4-(trifluoromethyl)benzyl)piperidine-3-yl)acetic acid